CC=1C=C(C=CC1C)S(=O)(=O)C=CC#N 3-[(3,4-dimethylphenyl)sulphonyl]-2-propenenitrile